[O-]C1=CC=C(C=C1)C1=CC=C(C=C1)[O-] dioxidobiphenyl